COC1=CC=C2CCN3C(C2=C1)=CC(C=C3)=O 10-methoxy-2-oxo-6,7-dihydro-2H-pyrido[2,1-a]Isoquinoline